(1R)-2-[5-Cyclopropyl-2-(4-ethenyl-2-fluorophenyl)imidazo[1,2-a]pyrimidine-7-carbonyl]-1-methyl-1,2,3,4-tetrahydroisoquinoline C1(CC1)C1=CC(=NC=2N1C=C(N2)C2=C(C=C(C=C2)C=C)F)C(=O)N2[C@@H](C1=CC=CC=C1CC2)C